C(=C)C1=CC=C2NC(C(N(C2=C1F)CC1=CC=C(C=C1)OC)=O)NC 7-ethenyl-8-fluoro-1-[(4-methoxyphenyl)methyl]-3-(methylamino)-3,4-dihydroquinoxalin-2-one